CN(C1CN(CC1)CC1=C(C=C(C=C1)NC(C1=CC(=C(C=C1)C)C#CC1=CN=C2N1C=CC=C2NC=2C=NN(C2)CCOC)=O)C(F)(F)F)C N-(4-((3-(dimethylamino)pyrrolidin-1-yl)methyl)-3-(trifluoromethyl)phenyl)-3-((8-((1-(2-methoxyethyl)-1H-pyrazol-4-yl)amino)imidazo[1,2-a]pyridin-3-yl)ethynyl)-4-methylbenzamide